(methylsulfonyl)quinolin CS(=O)(=O)C1=NC2=CC=CC=C2C=C1